CS(=O)(=O)C=1C=C(C=NC1)C1=NC(=NC=C1C(F)(F)F)N[C@@H]1CC[C@H](CC1)N(C(OC(C)C)=O)C1=NC=C(C=C1)C=1C=NC(=NC1)OC propan-2-yl (trans-4-((4-(5-(methanesulfonyl)pyridin-3-yl)-5-(trifluoromethyl)pyrimidin-2-yl)amino)cyclohexyl)(5-(2-methoxypyrimidin-5-yl)pyridin-2-yl)carbamate